2,5-Bis(trifluoromethyl)-3H-imidazo[4,5-b]pyridin FC(C1=NC=2C(=NC(=CC2)C(F)(F)F)N1)(F)F